(4-chlorobenzyl)-8-(3-cyclobutoxyprop-1-yn-1-yl)-1-(4-hydroxybutyl)-3-methyl-3,7-dihydro-1H-purine-2,6-dione ClC1=CC=C(CN2C(=NC=3N(C(N(C(C23)=O)CCCCO)=O)C)C#CCOC2CCC2)C=C1